NC1=NC2=C(C=CC=C2C(=N1)C=1C=NN(C1)CC1=CC=CC(=N1)C(C)(C)O)OC 2-(6-{[4-(2-amino-8-methoxyquinazolin-4-yl)-1H-pyrazol-1-yl]methyl}pyridin-2-yl)propan-2-ol